CCCCCC=CCC=CCCCCCCCCCCCCCCCCCCC 6,9-Nonacosadiene